Cl.FC1=CC=2N(C=C1NC(=O)N1CCC=3C1=NC=CC3N3C[C@H](NCC3)C)C=C(N2)C (R)-N-(7-fluoro-2-methylimidazo[1,2-a]pyridin-6-yl)-4-(3-methylpiperazin-1-yl)-2,3-dihydro-1H-pyrrolo[2,3-b]pyridine-1-carboxamide hydrochloride